[Cl-].C(CCC)[NH+](CC)CC butyl-N,N-diethyl-ammonium chloride